(S)-1-(3-(4-amino-5-((2-cyclobutylbenzo[d]oxazol-5-yl)ethynyl)-7H-pyrrolo[2,3-d]pyrimidin-7-yl)pyrrolidin-1-yl)prop-2-en-1-one NC=1C2=C(N=CN1)N(C=C2C#CC=2C=CC1=C(N=C(O1)C1CCC1)C2)[C@@H]2CN(CC2)C(C=C)=O